(2R)-7-amino-4-{[3-(difluoromethyl)phenyl]methyl}-8-fluoro-2-methyl-6-(trifluoromethyl)-2H-1,4-benzoxazin-3-one NC1=C(C2=C(N(C([C@H](O2)C)=O)CC2=CC(=CC=C2)C(F)F)C=C1C(F)(F)F)F